4-chloro-7-cyclopropyl-5-iodo-7H-pyrrolo[2,3-d]Pyrimidine ClC=1C2=C(N=CN1)N(C=C2I)C2CC2